C1(CC1)C(=O)NC1=NC=C(C(=O)NC([2H])([2H])[2H])C(=C1)NC1=CC=NC2=C1N(CC=1N2N=C(N1)C)C 6-(cyclopropanecarboxamido)-4-((2,5-dimethyl-4,5-dihydropyrido[3,2-e][1,2,4]triazolo[1,5-a]pyrazin-6-yl)amino)-N-(methyl-d3)nicotinamide